N-{3-[4-(6-Cyclopropylpyridin-3-yl)-6-oxo-1,6-dihydropyrimidin-2-yl]-4-(trifluoromethyl)benzyl}isobutyramide C1(CC1)C1=CC=C(C=N1)C=1N=C(NC(C1)=O)C=1C=C(CNC(C(C)C)=O)C=CC1C(F)(F)F